FC1(C[C@H](CCC1)[C@@H](C(=O)NC1=CC=C(C=C1)C=1C(=[N+](C=CC1C(F)(F)F)[O-])C)NC(=O)C1=CC=NN1CC)F 3-(4-((S)-2-((S)-3,3-difluorocyclohexyl)-2-(1-ethyl-1H-pyrazole-5-carboxamido)acetamido)phenyl)-2-methyl-4-(trifluoromethyl)pyridine 1-oxide